FC1=CC(=CC=2N(C(=NC21)C)C(C)C)C=2C=CN1N=C(N=CC12)NCC1(CC1)C 5-(4-fluoro-1-isopropyl-2-methyl-1H-benzo[d]imidazol-6-yl)-N-((1-methylcyclopropyl)methyl)pyrrolo[2,1-f][1,2,4]triazin-2-amine